CC1=C(C(=CC=C1)C)F 2,6-Dimethylfluorobenzene